2-((3-bromo-2-fluorophenyl)carbamoyl)-1-methyl-1,4,6,7-tetrahydro-5H-imidazo[4,5-c]pyridine-5-carboxylic acid tert-butyl ester C(C)(C)(C)OC(=O)N1CC2=C(CC1)N(C(=N2)C(NC2=C(C(=CC=C2)Br)F)=O)C